(S)-3-(6-Hydroxy-1-oxo-3,5,6,7-tetrahydrocyclopenta[f]isoindol-2(1H)-yl)piperidine-2,6-dione OC1CC=2C(=CC=3C(N(CC3C2)[C@@H]2C(NC(CC2)=O)=O)=O)C1